4-(7-bromo-6-chloro-3-cyano-2-((diphenylmethylene)amino)-8-fluoroquinoline-4-yl)piperazine-1-carboxylate BrC1=C(C=C2C(=C(C(=NC2=C1F)N=C(C1=CC=CC=C1)C1=CC=CC=C1)C#N)N1CCN(CC1)C(=O)[O-])Cl